FC1=CC=C(C=C1)N1N=CC2=C1C=C1CCN(C[C@]1(C2)C(C2=NC=CC(=C2)C)=O)S(=O)(=O)C=2C=C(C#N)C=CC2 (R)-3-((1-(4-fluorophenyl)-4a-(4-methylpicolinoyl)-4a,5,7,8-tetrahydro-1H-pyrazolo[3,4-g]isoquinolin-6(4H)-yl)sulfonyl)benzonitrile